BrC1CCC(CC1)CNC(OC(C)(C)C)=O tert-butyl {[(1s,4s)-4-bromocyclohexyl]methyl}carbamate